1,4-diacetyl-piperazine C(C)(=O)N1CCN(CC1)C(C)=O